BrC=1C=NN2C1N=C(C(=C2)OC)CC(C)O (3-bromo-6-methoxypyrazolo[1,5-a]pyrimidin-5-yl)propan-2-ol